3-fluoro-2-pyridyl-1,3-dihydro-1,4-benzodiazepin-2-one FC=1C(=NC=CC1)N1C(CN=CC2=C1C=CC=C2)=O